[N+](=O)([O-])C(C(=O)O)CCCCCCCC(=O)O nitro-sebacic acid